4-(5-{[2-(4-nitrophenyl)-2-oxoethyl]thio}-1H-tetrazol-1-yl)benzoic acid [N+](=O)([O-])C1=CC=C(C=C1)C(CSC1=NN=NN1C1=CC=C(C(=O)O)C=C1)=O